N-((1S,4R,5S)-2-Cyano-2-azabicyclo[3.1.0]hexan-4-yl)-3-(2-phenoxyphenyl)-1H-pyrazol-5-carboxamid C(#N)N1[C@H]2C[C@H]2[C@H](C1)NC(=O)C1=CC(=NN1)C1=C(C=CC=C1)OC1=CC=CC=C1